ClC=1C=C(NC2(CCC3(C(=CC4=CC=CC=C34)CC(COCC3=CC=C(C=C3)OC)C3=NC=CC=C3)CC2)C(=O)OC)C=CC1 methyl (1r,4r)-4-(3-chloroanilino)-2'-{3-[(4-methoxyphenyl)methoxy]-2-(pyridin-2-yl)propyl}spiro[cyclohexane-1,1'-indene]-4-carboxylate